NS(=NC(CC=1C(=C2COCC2=CC1C(C)C)C(C)C)=O)(=O)C1=CC(=CC=C1)C(C)(C)O N-(amino(3-(2-hydroxypropan-2-yl)phenyl)(oxo)-λ6-sulfaneylidene)-2-(4,6-diisopropyl-1,3-dihydroisobenzofuran-5-yl)acetamide